C(C)OP(OCC)=O phosphonic acid diethylester